N1CCC2CC(=C3C(=C12)C=CC=C3)S(=O)(=O)N tetrahydro-1H-benzo[g]indole-5-sulfonamide